4-(propan-2-yl-2-d)-2-(benzo[9,10]phenanthro[1,2-b]benzofuran-14-yl)pyridine CC(C)([2H])C1=CC(=NC=C1)C1=CC=CC=2C3=C(OC21)C2=C1C(=C4C=CC=CC4=C2C=C3)C=CC=C1